(3S)-5-(azepan-1-yl)-3-{[1-cyclopentyl-5-(2,6-dimethoxyphenyl)-1H-pyrazol-3-yl]formamido}pentanoic acid N1(CCCCCC1)CC[C@@H](CC(=O)O)NC(=O)C1=NN(C(=C1)C1=C(C=CC=C1OC)OC)C1CCCC1